NC(C)C1=CC=C(C=C1)O 4-(1-aminoethyl)phenol